N-(3-Cyano-1H-indol-7-yl)-1-methyl-pyrazol-4-sulfonamid C(#N)C1=CNC2=C(C=CC=C12)NS(=O)(=O)C=1C=NN(C1)C